COC=1C=C(C=C(C1)OC)N(CCNC(C)C)C=1C=C2N=C(C=NC2=CC1)C=1C=NN(C1)C N1-(3,5-dimethoxyphenyl)-N2-(1-methylethyl)-N1-[3-(1-methyl-1H-pyrazol-4-yl)-6-quinoxalinyl]-1,2-ethanediamine